(4-fluorophenyl)-1-methyl-1H-pyrazol-5-ol FC1=CC=C(C=C1)C1=NN(C(=C1)O)C